BrC=1C=C2C(=NN(C2=CC1)C)C(F)F 5-bromo-3-(difluoromethyl)-1-methyl-1H-indazole